ClC1=NC(=CC(=C1CC1C(NCC(N1)=O)=O)C)C(F)(F)F 3-((2-chloro-4-methyl-6-(trifluoromethyl)pyridin-3-yl)methyl)piperazine-2,5-dione